N,3-dimethyl-N-[(2R)-4-(4-methylpiperidin-1-yl)butan-2-yl]benzenesulfonamide CN(S(=O)(=O)C1=CC(=CC=C1)C)[C@H](C)CCN1CCC(CC1)C